tert-butyl 4-(benzo[d]oxazol-7-yloxy)-2-chlorobenzoate O1C=NC2=C1C(=CC=C2)OC2=CC(=C(C(=O)OC(C)(C)C)C=C2)Cl